5-Fluoro-1-((4aR,6R,7aS)-2-(2-cyclopentylethyloxy)-2-oxidotetrahydro-4H-furo[3,2-d][1,3,2]dioxaphosphinin-6-yl)pyrimidine-2,4(1H,3H)-dione FC=1C(NC(N(C1)[C@H]1C[C@@H]2OP(OC[C@H]2O1)(=O)OCCC1CCCC1)=O)=O